C(C1=CC=CC=C1)N1C(C=C(C=C1)C(=O)N)=O 1-Benzyl-2-oxo-1,2-dihydropyridine-4-carboxamide